FC1=C(OCC(=O)N2CCC(CC2)CN2CCN(CC2)C=2C=C3C(N(C(C3=CC2F)=O)C2C(NC(CC2)=O)=O)=O)C(=CC=C1F)C=1N=C(SC1)N1CCOCC1 5-(4-((1-(2-(2,3-difluoro-6-(2-morpholinothiazol-4-yl)phenoxy)acetyl)piperidin-4-yl)methyl)piperazin-1-yl)-2-(2,6-dioxopiperidin-3-yl)-6-fluoroisoindoline-1,3-dione